t-butyl-peroxyhexane C(C)(C)(C)OOCCCCCC